2-oxo-2-(2-(tritylamino)thiazol-4-yl)acetic acid O=C(C(=O)O)C=1N=C(SC1)NC(C1=CC=CC=C1)(C1=CC=CC=C1)C1=CC=CC=C1